Tert-butyl 4-[(7-[[2-fluoro-4-(pyrazol-1-yl)phenyl]amino]-1,6-naphthyridin-2-yl)methylidene]piperidine-1-carboxylate FC1=C(C=CC(=C1)N1N=CC=C1)NC1=NC=C2C=CC(=NC2=C1)C=C1CCN(CC1)C(=O)OC(C)(C)C